((3S,4S)-1-(5-(6-ethoxy-1H-pyrazolo[3',4':3,4]pyrazolo[1,5-a]pyridin-4-yl)pyridin-2-yl)-3-hydroxypiperidin-4-yl)carbamate C(C)OC=1C=C(C=2N(C1)N=C1C2C=NN1)C=1C=CC(=NC1)N1C[C@@H]([C@H](CC1)NC([O-])=O)O